F[C@@]1(CCOC2=CC=C(C=C12)C(=O)O)C (4R)-4-fluoro-4-methyl-chroman-6-carboxylic acid